2-(2,6-difluorophenyl)-4-[[5-(4-hydroxy-1-piperidinyl)-2-pyridinyl]amino]-5-oxo-6H-1,6-naphthyridine-8-carbonitrile FC1=C(C(=CC=C1)F)C1=NC=2C(=CNC(C2C(=C1)NC1=NC=C(C=C1)N1CCC(CC1)O)=O)C#N